NC1=C2N=CN(C2=NC=N1)[C@H]1[C@@H]([C@@H]([C@H](O1)COP1(OCCC(O1)C1=C(C=C(C(=C1)F)F)F)=S)O)O 2-(((2r,3s,4r,5r)-5-(6-amino-9H-purin-9-yl)-3,4-dihydroxytetrahydrofuran-2-yl)methoxy)-4-(2,4,5-trifluorophenyl)-1,3,2-dioxaphosphorinane 2-sulfide